7-[(5'S,7a'R)-5'-(2-fluorophenyl)-3'-oxotetrahydro-1H,3'H-spiro[piperidine-4,2'-pyrrolo[2,1-b][1,3]oxazol]-1-yl]pyrazolo[1,5-a]pyridine-4-carbonitrile FC1=C(C=CC=C1)[C@@H]1CC[C@H]2OC3(C(N21)=O)CCN(CC3)C3=CC=C(C=2N3N=CC2)C#N